COC(C1=CC=C(C=C1)[C@H](C)NC=1N=CC2=C(N1)N(C(C=C2)=O)CC)=O Methyl-4-{(1S)-1-[(8-ethyl-7-oxo-pyrido[2,3-d]pyrimidin-2-yl)amino]ethyl}benzoat